2-{3-[(3S)-3-cyclopropylpiperazin-1-yl]-1,2,4-triazin-6-yl}-5-[(5-methylpyrazin-2-yl)amino]pyridin-3-ol C1(CC1)[C@H]1CN(CCN1)C=1N=NC(=CN1)C1=NC=C(C=C1O)NC1=NC=C(N=C1)C